C(C(C)C)NC=1N=CC2=C(N1)NC=C2C2=CC=C1C(=N2)N(C(=N1)C)C(C)C N-isobutyl-5-(3-isopropyl-2-methyl-3H-imidazo[4,5-b]pyridin-5-yl)-7H-pyrrolo[2,3-d]pyrimidin-2-amine